6-[2-methoxy-6-(4-piperazin-1-yl-1-piperidyl)-3-pyridyl]-8-methyl-imidazo[1,2-a]pyridine COC1=NC(=CC=C1C=1C=C(C=2N(C1)C=CN2)C)N2CCC(CC2)N2CCNCC2